triethylene glycol bis[3-(3-tert-butyl-5-methyl-4-hydroxy-phenyl)-propionate] C(C)(C)(C)C=1C=C(C=C(C1O)C)CCC(=O)OCCOCCOCCOC(CCC1=CC(=C(C(=C1)C)O)C(C)(C)C)=O